tert-butyl 5-(3-bromophenyl)-3,4-dihydropyridine-1(2H)-carboxylate BrC=1C=C(C=CC1)C=1CCCN(C1)C(=O)OC(C)(C)C